C1(=CC=CC2=CC=CC=C12)CC(=O)[O-].[Na+] sodium 1-NAPHTHALENEACETATE